ClC=1SC2=C(N1)C=CC(=C2)NC(C2=CC=C(C=C2)NC(C=C)=O)=O N-(2-chloro-1,3-benzothiazol-6-yl)-4-(prop-2-enamido)benzamide